3-morpholinosydnon imine O1CCN(CC1)[N+]=1[N-]OC(C1)=N